tert-butyl-cyano-3-((trimethylsilyl)oxy)-8-azabicyclo[3.2.1]octane-8-carboxylate C(C)(C)(C)C1C2(CCC(CC1O[Si](C)(C)C)N2C(=O)[O-])C#N